C(C=C)(=O)N1[C@@H](CC(CC1)N1N=NC=2C(=NC=3C(=C(C(=CC3C21)C)C2=CC=CC1=CC=CC(=C21)Cl)F)N2CC(C2)(C)N(C)C)CC#N 2-((2S)-1-acryloyl-4-(7-(8-chloronaphthalen-1-yl)-4-(3-(dimethylamino)-3-methylazetidin-1-yl)-6-fluoro-8-methyl-1H-[1,2,3]triazolo[4,5-c]quinolin-1-yl)piperidin-2-yl)acetonitrile